4-(1-cyclohexyl-4-(4-fluorophenyl)-1H-imidazol-5-yl)-3-fluoro-1H-pyrrolo[2,3-b]Pyridine C1(CCCCC1)N1C=NC(=C1C1=C2C(=NC=C1)NC=C2F)C2=CC=C(C=C2)F